ClC=1C(=CC(=NC1)NC1CCN(CC1)CC1=C(C=CC=C1)C1C(NC(CC1)=O)=O)C=1N=C(SC1)NCC1(CCOCC1)C#N 4-(((4-(5-chloro-2-((1-(2-(2,6-dioxopiperidin-3-yl)benzyl)piperidin-4-yl)amino)pyridin-4-yl)thiazol-2-yl)amino)methyl)tetrahydro-2H-pyran-4-carbonitrile